CN1N=NC2=C1C=CC(=C2C)C(CC(=O)O)C2=CC(=C(C=C2)C)CN2C[C@H](OC1=C(C2)C=NC=C1)CC 3-(1,4-Dimethyl-1H-benzo[d][1,2,3]triazol-5-yl)-3-(3-(((R)-2-ethyl-2,3-dihydropyrido[3,4-f][1,4]oxazepin-4(5H)-yl)methyl)-4-methylphenyl)propanoic acid